3-(2-chloro-phenoxy)-2-butenoate ClC1=C(OC(=CC(=O)[O-])C)C=CC=C1